sulfonyl-(4-isothiocyanatobenzene) S(=O)(=O)=C1CC=C(C=C1)N=C=S